1-azido-7,8-difluoro-1-methyl-3-(methylsulfonyl)-2,3,4,5-tetrahydro-1H-benzo[d]azepine N(=[N+]=[N-])C1(CN(CCC2=C1C=C(C(=C2)F)F)S(=O)(=O)C)C